ONC(CCCCCCC(=O)NC1=CC=C(C=C1)N=NC1=CC=CC=C1)=O N1-hydroxy-N8-(4-(phenyldiazenyl)phenyl)octanediamide